N-(2-methoxy-4-(4-((3-(trifluoromethyl)pyridin-2-yl)methyl)piperazine-1-carbonyl)phenyl)quinoline-8-sulfonamide COC1=C(C=CC(=C1)C(=O)N1CCN(CC1)CC1=NC=CC=C1C(F)(F)F)NS(=O)(=O)C=1C=CC=C2C=CC=NC12